CC1(CNC(C2=CC=C(C=C12)C1=CNC2=NC=C(C=C21)NC2=CC(=NC=C2)N2CCN(CC2)C)=O)C 4,4-dimethyl-6-(5-((2-(4-methylpiperazin-1-yl)pyridin-4-yl)amino)-1H-pyrrolo[2,3-b]pyridin-3-yl)-3,4-dihydroisoquinolin-1(2H)-one